ethyl 2-(4-bromophenyl)-7-[4-(tert-butoxycarbonyl)piperazin-1-yl]-2H-pyrazolo[4,3-b]pyridine-3-carboxylate BrC1=CC=C(C=C1)N1N=C2C(N=CC=C2N2CCN(CC2)C(=O)OC(C)(C)C)=C1C(=O)OCC